ClC1=CC=C(CN2C(N3C(C4=C2C=C(C=N4)N4CCOCC4)=N[C@H](C3)C(C)C)=O)C=C1 (2s)-6-(4-Chlorobenzyl)-8-(morpholin-4-yl)-2-(propan-2-yl)-2,6-dihydroimidazo[1,2-c]pyrido[2,3-e]pyrimidin-5(3H)-one